(2S,3R)-3-ethoxy-2-(9H-fluoren-9-ylmethoxycarbonyl-amino)butanoic acid C(C)O[C@@H]([C@@H](C(=O)O)NC(=O)OCC1C2=CC=CC=C2C=2C=CC=CC12)C